COC=1C=2N(C=C(N1)C(=O)NC=1C(=NC=CC1)OC)C=C(N2)[C@]21CO[C@](CC2)(C1)C 8-methoxy-N-(2-methoxypyridin-3-yl)-2-((1R,4S)-1-methyl-2-oxabicyclo[2.2.1]heptan-4-yl)imidazo[1,2-a]pyrazine-6-carboxamide